di-methyl-aminohydroxypropyldiethylenetriamine CC(N(CCCO)N)(CNCCN)C